1,3-bis(1-phenylvinyl)benzene C1(=CC=CC=C1)C(=C)C1=CC(=CC=C1)C(=C)C1=CC=CC=C1